C1(CC1)C([C@@H](C(=O)NC1=NC(=C(C=C1)C=1C(=NNC1C)C)C(F)(F)F)NC(=O)C=1N(N=CC1)CC)C1CC1 N-[(1S)-1-(dicyclopropylmethyl)-2-[[5-(3,5-dimethyl-1H-pyrazol-4-yl)-6-(trifluoromethyl)-2-pyridyl]amino]-2-oxo-ethyl]-2-ethyl-pyrazole-3-carboxamide